O=C1NC(CCC1N1C(C(=CC1=O)NC=1C=C(C=CC1)CC(=O)N1CCC(CC1)CCN1CCCCC1)=O)=O 1-(2-(1-(2-(3-((1-(2,6-dioxopiperidin-3-yl)-2,5-dioxo-2,5-dihydro-1H-pyrrol-3-yl)amino)phenyl)acetyl)piperidin-4-yl)ethyl)piperidin